Cl.NC1=CC(=C2CCNCC2=C1)C1=CC=C(C=C1)C(F)(F)F 7-amino-5-(4-(trifluoromethyl)phenyl)-1,2,3,4-tetrahydroisoquinoline hydrochloride